cis-N-{[5-chloro-6-(5-methoxy-2-pyrazinyl)-2-indolyl]methyl}(1R,2S)-2-methoxycyclopropanecarboxamide ClC=1C=C2C=C(NC2=CC1C1=NC=C(N=C1)OC)CNC(=O)[C@H]1[C@H](C1)OC